5-chloro-N2-(2-methoxy-4-(morpholinosulfonyl)phenyl)-N4-propyl-7H-pyrrolo[2,3-d]pyrimidine-2,4-diamine ClC1=CNC=2N=C(N=C(C21)NCCC)NC2=C(C=C(C=C2)S(=O)(=O)N2CCOCC2)OC